The molecule is a quinoxaline derivative used as systemic herbicide for annual and perennial grasses. It has a role as a xenobiotic, an environmental contaminant, an agrochemical and a phenoxy herbicide. It is an aromatic ether, an organochlorine compound, a quinoxaline derivative, a carboxylic ester and an oxime O-ether. C[C@H](C(=O)OCCON=C(C)C)OC1=CC=C(C=C1)OC2=CN=C3C=C(C=CC3=N2)Cl